NC1=NC=CC=C1C1=NC=2C(=NC(=CC2)C2=CC=C(C=C2)F)N1C1=CC=C(CN2CCC(CC2)NC2=NC(=NC=C2)C#N)C=C1 4-((1-(4-(2-(2-aminopyridin-3-yl)-5-(4-fluorophenyl)-3H-imidazo[4,5-b]pyridin-3-yl)benzyl)piperidin-4-yl)amino)pyrimidine-2-carbonitrile